(2R)-2-[6-(5-chloro-2-{[trans-4-methoxycyclohexyl]amino}pyrimidin-4-yl)-1-oxo-2,3-dihydro-1H-isoindol-2-yl]-N-[(1S)-1-(3-fluoro-5-methoxyphenyl)-2-hydroxyethyl]propanamide ClC=1C(=NC(=NC1)N[C@@H]1CC[C@H](CC1)OC)C1=CC=C2CN(C(C2=C1)=O)[C@@H](C(=O)N[C@H](CO)C1=CC(=CC(=C1)OC)F)C